C1(CC1)C1=C(C=C(C(=O)NCC2=NC=C3C=CC(=NC3=C2)C2=CC=CC(=N2)N2[C@H]3COC[C@@H]2CN(C3)C(=O)OC(C)(C)C)C=C1)S(=O)(=O)C tert-butyl (1R,5S)-9-(6-(7-((4-cyclopropyl-3-(methylsulfonyl)benzamido)methyl)-1,6-naphthyridin-2-yl)pyridin-2-yl)-3-oxa-7,9-diazabicyclo[3.3.1]nonane-7-carboxylate